1-(azetidin-3-yl)pyrrolidine hydrochloride Cl.N1CC(C1)N1CCCC1